13-((2-carboxyethoxy)methyl)-l-1-oxo-1-(phenylamino)-3,6,9,15-tetraoxa-12-azaoctadecan-18-oic acid C(=O)(O)CCOCC(NCCOCCOCCOCC(NC1=CC=CC=C1)=O)COCCC(=O)O